(R/S)-3-((4-(piperidin-4-yl)phenyl)amino)piperidine-2,6-dione hydrochloride salt Cl.N1CCC(CC1)C1=CC=C(C=C1)N[C@H]1C(NC(CC1)=O)=O |r|